[F-].[Na+].[Cl+].[F-] chlorine Sodium fluoride